N1(C=NC=C1)C(=O)OC(CC)CC 3-((1H-imidazole-1-carbonyl)oxy)pentane